Tert-butyl cis-2-(4-(1-methyl-1H-pyrazol-5-yl)piperidin-1-yl)-6-azaspiro[3.4]octane-6-carboxylate hydrochloride Cl.CN1N=CC=C1C1CCN(CC1)C1CC2(C1)CN(CC2)C(=O)OC(C)(C)C